5-Bromo-2-fluorophenyl 3-deoxy-3-[4-(4-methylthiazol-2-yl)-1H-1,2,3-triazol-1-yl]-2-O-methyl-1-thio-α-D-galactopyranoside CC=1N=C(SC1)C=1N=NN(C1)[C@@H]1[C@H]([C@@H](SC2=C(C=CC(=C2)Br)F)O[C@@H]([C@@H]1O)CO)OC